6-bromo-3-methyl-2,3-dihydro-1H-isoindol-1-one BrC1=CC=C2C(NC(C2=C1)=O)C